OC1=C(C2=CC=CC=C2C=C1)C1=C(C=CC2=CC=CC=C12)O 2,2'-dihydroxy-1,1'-binaphthyl